(R)-6-(2-(3-chlorophenyl)-2-hydroxyacetyl)-2-(1-(3-(1-methyl-1H-indazol-5-yl)phenyl)cyclopropyl)-3,5,6,7,8,9-hexahydro-4H-pyrimido[5,4-c]azepin-4-one ClC=1C=C(C=CC1)[C@H](C(=O)N1CC2=C(CCC1)N=C(NC2=O)C2(CC2)C2=CC(=CC=C2)C=2C=C1C=NN(C1=CC2)C)O